C(C)(C)(C)N(C(C)(C)C)N(C1=CC=CC=C1)C1=CC=CC=C1 di-tert-butylaminodiphenylamine